(1r,4r)-4-amino-1-fluorocyclohexane-1-carboxamide NC1CCC(CC1)(C(=O)N)F